Trimethyl-3-[(1-oxo-2-propen-1-yl)oxy]-1-propanaminium hydroxide [OH-].CC(C([NH3+])(C)C)COC(C=C)=O